ClC=1C=CC=C2C(C=C(OC12)C1=C(OCCN2CCCCC2)C=CC=C1)=O 1-[2-[2-(8-Chloro-4-oxochromen-2-yl)phenoxy]ethyl]piperidin